4-bromophthaloyl chloride BrC=1C=C(C(C(=O)Cl)=CC1)C(=O)Cl